ethyl 7-chloro-6-fluoroquinoline-3-carboxylate ClC1=C(C=C2C=C(C=NC2=C1)C(=O)OCC)F